(S)-2-((2-ethoxyphenoxy)methyl)morpholinecarboxylic acid HCl Cl.C(C)OC1=C(OC[C@@H]2CN(CCO2)C(=O)O)C=CC=C1